P(OC1CC1)([O-])([O-])=O cyclopropyl phosphorate